O1C(OCC1)C1=C(C=CC(=C1)F)N1N=CC=C1 1-(2-(1,3-dioxolan-2-yl)-4-fluorophenyl)-1H-pyrazole